1-(6-chloropyridazin-4-yl)-4-(pyridin-3-yl)piperidine-4-carbonitrile ClC1=CC(=CN=N1)N1CCC(CC1)(C#N)C=1C=NC=CC1